2-(3-aminopyrrolidin-1-yl)-N-cyclopropyl-6-(4-(2-fluoro-6-methoxyphenyl)-1-oxo-1,3-dihydro-2H-pyrrolo[3,4-c]pyridin-2-yl)-N-methylnicotinamide NC1CN(CC1)C1=C(C(=O)N(C)C2CC2)C=CC(=N1)N1CC=2C(=NC=CC2C1=O)C1=C(C=CC=C1OC)F